N-(6-Amino-2,4-dioxo-3-(prop-2-yn-1-yl)-1,2,3,4-tetrahydropyrimidin-5-yl)-3-(4-meth-oxyphenyl)propanamide NC1=C(C(N(C(N1)=O)CC#C)=O)NC(CCC1=CC=C(C=C1)OC)=O